(6-methoxy-1-(4-methoxybenzyl)-3-(6-(piperidin-4-yl)pyridin-3-yl)-1H-pyrazolo[4,3-b]pyridin-5-yl)-2,3-dihydro-1H-indene-1-carbonitrile COC=1C=C2C(=NC1C1(CCC3=CC=CC=C13)C#N)C(=NN2CC2=CC=C(C=C2)OC)C=2C=NC(=CC2)C2CCNCC2